2-methylbicyclo[2.2.1]hept-5-ene-2-carboxylic acid CC1(C2C=CC(C1)C2)C(=O)O